C1=CC(=CC=C1O)F The molecule is a fluorophenol that is phenol in which the hydrogen para- to the hydroxy group has been replaced by a fluorine. It is a fluorophenol and a member of monofluorobenzenes.